O=C1NC(CCC1N1C(C2=CC=C(C=C2C1)N1CCN(CC1)C(CCCCCC1=NN=C(S1)C1=CC=C(C=N1)NC(=O)NC=1C=NC=2N(C1C(C)C)N=CC2)=O)=O)=O 1-[6-[5-[6-[4-[2-(2,6-dioxo-3-piperidyl)-1-oxo-isoindolin-5-yl]piperazin-1-yl]-6-oxo-hexyl]-1,3,4-thiadiazol-2-yl]-3-pyridyl]-3-(7-isopropylpyrazolo[1,5-a]pyrimidin-6-yl)urea